FC(F)(F)C1=CC=C(C=C1)C1=CC=C(C=C1)C(F)(F)F bis(trifluoromethyl)-1,1'-biphenyl